CN([C@@H]1C(C[C@H](CC1)NC1=NC2=C(C=C(C=C2C=N1)C1=CC(=C(C(=C1)F)NS(=O)(=O)CCC(F)(F)F)F)C(C)C)F)C N-(4-(2-(((1S,4S)-4-(dimethylamino)-3-fluorocyclohexyl)amino)-8-isopropyl-quinazolin-6-yl)-2,6-difluorophenyl)-3,3,3-trifluoropropane-1-sulfonamide